CN(C)S(=O)(=O)C1=CC(=CC=C1)S(=O)(=O)Cl 3-(N,N-dimethylsulfamoyl)benzene-1-sulfonyl chloride